NC1=CC2=C(N(C(N2)=O)C)C(=C1)OCCCl 5-Amino-7-(2-chloroethoxy)-1-methyl-1,3-dihydro-2H-benzo[d]imidazol-2-one